[Na].ClC=1C=CC(=C(C1)C1=CC(=C(N=N1)CO)NC1=CC(=NC=C1)NC(CCN1CCN(CC1)C)=O)F N-(4-{[6-(5-chloro-2-fluorophenyl)-3-(hydroxymethyl)pyridazin-4-yl]amino}pyridin-2-yl)-3-(4-methylpiperazin-1-yl)propanamide sodium